C(C1=CC=CC=C1)[C@H]1CC2(C=3N1C(C(=NC3Cl)Cl)=O)CCCC2 benzyl-(S)-1',3'-dichloro-4'-oxo-6',7'-dihydro-4'H-spiro[cyclopentane-1,8'-pyrrolo[1,2-a]pyrazin]